ClC1=C(C=CC=C1)C=1NC(C=C(C1)C1=CC(=NC=C1)NC(C)=O)=O N-[4-[2-(2-chlorophenyl)-6-oxo-1H-pyridin-4-yl]-2-pyridyl]acetamide